(E)-4-(tert-butoxycarbonylamino)-2-fluorobut-2-enoic acid ethyl ester C(C)OC(/C(=C\CNC(=O)OC(C)(C)C)/F)=O